C(#C)C1([C@H](O[C@@H]2OC(O[C@@H]21)(C)C)CO)O (3aR,5R,6aR)-6-ethynyl-5-(hydroxymethyl)-2,2-dimethyltetrahydrofurano[2,3-d][1,3]dioxol-6-ol